1-(3-bromo-5-(trifluoromethyl)-1H-pyrazolo[4,3-b]pyridin-7-yl)piperidin BrC1=NNC=2C1=NC(=CC2N2CCCCC2)C(F)(F)F